3-[5-[4-[[4-[(4-fluoro-4-piperidyl)methyl]-1-piperidyl]methyl]-1-piperidyl]-3-methyl-2-oxo-benzimidazol-1-yl]piperidine-2,6-dione FC1(CCNCC1)CC1CCN(CC1)CC1CCN(CC1)C1=CC2=C(N(C(N2C)=O)C2C(NC(CC2)=O)=O)C=C1